4-Toluenesulfonyl chloride CC1=CC=C(C=C1)S(=O)(=O)Cl